(R)-N-{1-[1-(4-bromo-benzyl)-2-hydroxycarbamoyl-ethyl]-1H-[1,2,3]triazol-4-ylmethyl}-4-fluoro-benzamide BrC1=CC=C(C[C@H](CC(NO)=O)N2N=NC(=C2)CNC(C2=CC=C(C=C2)F)=O)C=C1